2,7-dichloro-8-fluoro-4-((1S,8R,9S)-9-fluoro-2-azabicyclo[6.1.0]nonan-2-yl)pyrido[4,3-d]pyrimidine ClC=1N=C(C2=C(N1)C(=C(N=C2)Cl)F)N2[C@@H]1[C@H]([C@@H]1CCCCC2)F